4-[[[(1,1-dimethylethyl)dimethylsilyl]oxy]methyl]hexahydro-5-[(tetrahydro-2H-pyran-2-yl)oxy]-2(1H)-pentalenone CC(C)(C)[Si](OCC1C2CC(CC2CC1OC1OCCCC1)=O)(C)C